2-amino-5-phenethylthiazole-4-carboxylic acid methyl ester COC(=O)C=1N=C(SC1CCC1=CC=CC=C1)N